(3E)-4-phenylpent-3-enoic acid ethyl ester C(C)OC(C\C=C(/C)\C1=CC=CC=C1)=O